1-(3-chlorophenyl)-3-pyrazolol ClC=1C=C(C=CC1)N1N=C(C=C1)O